tert-butyl 4-cyano-4-(((methylsulfonyl)oxy)methyl)piperidine-1-carboxylate C(#N)C1(CCN(CC1)C(=O)OC(C)(C)C)COS(=O)(=O)C